FC1=C(C=CC(=C1)F)C=1N2C(SC1)=NC(=C2)C(=O)N[C@@H]2C(N(C1=C(OC2)C=CC(=C1)C1=NN=NN1)C)=O (S)-3-(2,4-difluorophenyl)-N-(5-methyl-4-oxo-7-(1H-tetrazol-5-yl)-2,3,4,5-Tetrahydrobenzo[b][1,4]oxazepine-3-yl)imidazo[2,1-b]thiazole-6-carboxamide